3-Acetyl-4-hydroxy-1,5-di-methyl-pyrazol C(C)(=O)C1=NN(C(=C1O)C)C